tert-butylamine-d9 [2H]C([2H])([2H])C(C([2H])([2H])[2H])(C([2H])([2H])[2H])N